FC12CC(C1)(C2)NC(=O)C(=O)O [(3-fluorobicyclo[1.1.1]pentan-1-yl)carbamoyl]carboxylic acid